4-[5-fluoro-6-(2-methoxyphenyl)pyridin-3-yl]Piperidine-4-carboxamide FC=1C=C(C=NC1C1=C(C=CC=C1)OC)C1(CCNCC1)C(=O)N